N'-(cyclopentylmethyl)-N-{5-[1-(4-ethylphenyl)-1H-pyrazol-4-yl]-1H-indol-3-yl}ethanediamide C1(CCCC1)CNC(C(=O)NC1=CNC2=CC=C(C=C12)C=1C=NN(C1)C1=CC=C(C=C1)CC)=O